CCCCC/C=C\\C[C@@H](/C=C/C=C\\C/C=C\\CCCC(=O)NCCS(=O)(=O)[O-])OO The molecule is a fatty acid-taurine conjugate obtained by deprotonation of the sulfonate group of N-[12(S)-hydroperoxy-(5Z,8Z,10E,14Z)-icosatetraenoyl]taurine; major species at pH 7.3. It is a conjugate base of a N-[12(S)-hydroperoxy-(5Z,8Z,10E,14Z)-icosatetraenoyl]taurine.